2-(4-aminobutyl)-2,3-dihydro-4H-benzo[e][1,3]oxazin-4-one NCCCCC1OC2=C(C(N1)=O)C=CC=C2